CSC1=C(C=C2C=CN=CC2=C1)B(O)O (7-(methylthio)isoquinolin-6-yl)boronic acid